1,1,3-trimethyl-3-phenyl-disiloxane C[SiH](O[SiH](C1=CC=CC=C1)C)C